OC=1C=C2CN(C(C2=CC1)=O)C(C(=O)OC)CCC(=O)OC Dimethyl 2-(5-hydroxy-1-oxoisoindolin-2-yl)pentanedioate